NC=1C=CC2=C(B(OC2)O)C1 6-aminobenzo[c][1,2]oxaborole-1(3H)-ol